C(C)(C)(C)C=1C=C(C=C(C1O)C)CCC(=O)OCCOCCOC(CCC1=CC(=C(C(=C1)C)O)C(C)(C)C)=O diethylene glycol bis[3-(3-tert-butyl-5-methyl-4-hydroxyphenyl) propionate]